Diphenyliodonium iodide salt [I-].C1(=CC=CC=C1)[I+]C1=CC=CC=C1